N[C@]1(CN(CC1)C1=C(C(=CC(=C1)C1=NC=CN=C1)CC)CN1C2=NC=NC(=C2N=C1)N)C(=O)NC1CC1 (R)-3-amino-1-(2-((6-amino-9H-purin-9-yl)methyl)-3-ethyl-5-(pyrazin-2-yl)phenyl)-N-cyclopropylpyrrolidine-3-carboxamide